COC=1C=C2C3=C(NC2=CC1)C(NCC3)C 6-methoxy-1-methyl-2,3,4,9-tetrahydro-1H-pyrido[3,4-b]indole